3-[5-(difluoromethyl)-1,3,4-oxadiazol-2-yl]-N-[1-(fluoromethyl)cyclopropyl]-1-methyl-2-oxo-benzimidazole-5-sulfonamide FC(C1=NN=C(O1)N1C(N(C2=C1C=C(C=C2)S(=O)(=O)NC2(CC2)CF)C)=O)F